4-(2-fluorophenyl)-2-(1-(oxetan-3-yl)azetidin-3-yl)pyridin methyl-(3S)-6-(tert-butoxycarbonylamino)-3-[[7-(5-methyl-1,2,4-oxadiazol-3-yl)-1-isoquinolyl]amino]hexanoate COC(C[C@H](CCCNC(=O)OC(C)(C)C)NC1=NC=CC2=CC=C(C=C12)C1=NOC(=N1)C)=O.FC1=C(C=CC=C1)C1=CC(=NC=C1)C1CN(C1)C1COC1